triethyl phosphite P(OCC)(OCC)OCC